((1,4-phenylenebis(oxy))bis(carbonyl))bis(4,1-phenylene) bis(1,3-dioxo-1,3-dihydroisobenzofuran-5-carboxylate) O=C1OC(C2=CC(=CC=C12)C(=O)OC1=CC=C(C=C1)C(=O)OC1=CC=C(C=C1)OC(=O)C1=CC=C(C=C1)OC(=O)C=1C=C2C(OC(C2=CC1)=O)=O)=O